5-((Isobutylamino)methyl)-N-(3-(1-methyl-4-(4-methyl-4H-1,2,4-triazol-3-yl)-1H-pyrazol-3-yl)phenyl)-2-oxo-1-(2,2,2-trifluoroethyl)-1,2-dihydropyridine-3-carboxamide C(C(C)C)NCC=1C=C(C(N(C1)CC(F)(F)F)=O)C(=O)NC1=CC(=CC=C1)C1=NN(C=C1C1=NN=CN1C)C